ClC1=C(C=C2C=C(N=CC2=C1)NC(=O)[C@@H]1OCCC1)C1CCN(CC1)[C@@]1(COC[C@@H]1O)C (2R)-N-(7-chloro-6-(1-((3R,4R)-4-hydroxy-3-methyltetrahydrofuran-3-yl)piperidin-4-yl)isoquinolin-3-yl)tetrahydrofuran-2-carboxamide